di-tert-butyl 17-(3-(2-((((9H-fluoren-9-yl)methoxy)carbonyl)amino)ethoxy)propanoyl)-14,20-dimethyl-13,21-dioxo-4,7,10,24,27-pentaoxa-14,17,20-triazatriacontanedioate C1=CC=CC=2C3=CC=CC=C3C(C12)COC(=O)NCCOCCC(=O)N(CCN(C(CCOCCOCCOCCC(=O)OC(C)(C)C)=O)C)CCN(C(CCOCCOCCC(=O)OC(C)(C)C)=O)C